C1(=CC=CC=C1)[C@H](CC)N (S)-1-phenylpropan-1-amine